COC=1C=C2C=CN(C2=CC1)C[C@@H](C)N(CC(=O)O)C (R)-N-(1-(5-methoxy-1H-indol-1-yl)propan-2-yl)-N-methylglycine